2,2,7,7-tetrakis[N,N-bis(4-methoxyphenyl)amino]-9,9-spirobifluorene COC1=CC=C(C=C1)N(C1=CC=C(C=C1)OC)C1(C=C2C3(C4=CC(C=CC4=C2C=C1)(N(C1=CC=C(C=C1)OC)C1=CC=C(C=C1)OC)N(C1=CC=C(C=C1)OC)C1=CC=C(C=C1)OC)C1=CC=CC=C1C=1C=CC=CC13)N(C1=CC=C(C=C1)OC)C1=CC=C(C=C1)OC